FC=1C=C(CCNC(C(=O)NC2CCC3=C(N(C2=O)C)C=C(C=C3)C#CCCO)=O)C=CC1 N1-(3-fluorophenethyl)-N2-(8-(4-hydroxybut-1-yn-1-yl)-1-methyl-2-oxo-2,3,4,5-tetrahydro-1H-benzo[b]azepin-3-yl)oxalamide